tert-butyl 6-(((benzyloxy) carbonyl) amino)-3,4-dihydroisoquinoline-2(1H)-carboxylate C(C1=CC=CC=C1)OC(=O)NC=1C=C2CCN(CC2=CC1)C(=O)OC(C)(C)C